1-chloro-2-(chloromethyl)-2-hexene ClCC(=CCCC)CCl